ClC=1C=C(C=CC1Cl)N1CCN(CC1)CC(=O)O 2-(4-(3,4-dichlorophenyl)piperazin-1-yl)acetic acid